(S)-4-(4-acryloyl-2-methylpiperazin-1-yl)-1-(2-isopropylphenyl)-7-(5-methyl-1H-indazol-4-yl)-5,6,7,8-tetrahydropyrido[3,4-d]pyrimidin-2(1H)-one C(C=C)(=O)N1C[C@@H](N(CC1)C=1C2=C(N(C(N1)=O)C1=C(C=CC=C1)C(C)C)CN(CC2)C2=C1C=NNC1=CC=C2C)C